N(=O)C1=C2C=CC(=CC2=CC=C1[O-])S(=O)(=O)[O-] 5-nitroso-6-oxidonaphthalene-2-sulfonate